3-(N-(4-chloro-5-cyano-2-(cyclopentyloxy)phenyl)sulfamoyl)-4-cyclopropyl-2-fluorobenzoic acid methyl ester COC(C1=C(C(=C(C=C1)C1CC1)S(NC1=C(C=C(C(=C1)C#N)Cl)OC1CCCC1)(=O)=O)F)=O